(3-((2,4-dichlorophenoxy)methyl)phenyl)acetonitrile ClC1=C(OCC=2C=C(C=CC2)CC#N)C=CC(=C1)Cl